(S)-[1-Isopropyl-5-(trifluoromethyl)-1H-pyrazol-4-yl]-[6-(3-methyl-1H-pyrrolo[2,3-b]pyridin-5-yl)-8-[Pyrrolidin-2-yl]-3,4-dihydroisoquinolin-2(1H)-yl]methanone C(C)(C)N1N=CC(=C1C(F)(F)F)C(=O)N1CC2=C(C=C(C=C2CC1)C=1C=C2C(=NC1)NC=C2C)[C@H]2NCCC2